C(C)(C)(C)OC(=O)N(CCC1=NC(=CC=C1[N+](=O)[O-])OC)CC1=C(C=CC=C1)NC1=C(C(=O)OC)C=C(C=C1)C(F)(F)F methyl 2-((2-(((tert-butoxycarbonyl)(2-(6-methoxy-3-nitropyridin-2-yl)ethyl)amino)methyl)phenyl)amino)-5-(trifluoromethyl)benzoate